ClC=1C=C(C=CC1F)C(C=1NC(=C(N1)S(=O)(=O)C)C)OCC1OCC(C1)(C)C 2-[(3-chloro-4-fluorophenyl)-[(4,4-dimethyloxolan-2-yl)methoxy]methyl]-5-methyl-4-methylsulfonyl-1H-imidazole